C[C@@H](CC)OC1=NN(C=C1NC=O)C (S)-N-(3-(2-butoxy)-1-methyl-1H-pyrazol-4-yl)carboxamide